C=1(C=CN2C=CC=CC12)C=O indolizine-1-carbaldehyde